C1(CC1)C1=NC=NC(=C1C=1C=CC(=C(C1)C1=NOC(=N1)C1=CC=C(C=C1)C=1N(C=C(N1)C(F)(F)F)C)F)OC 3-(5-(4-cyclopropyl-6-methoxypyrimidin-5-yl)-2-fluorophenyl)-5-(4-(1-methyl-4-(trifluoromethyl)-1H-imidazol-2-yl)phenyl)-1,2,4-oxadiazole